N-(4-bromo-6-chloropyridin-2-yl)acetamide BrC1=CC(=NC(=C1)Cl)NC(C)=O